BrC=1C=C(C=NC1)C(O)(C1=CC=C(C=C1)C(C)C)C1(CN(C1)C)C (5-bromo-pyridin-3-yl)-(1,3-dimethyl-azetidin-3-yl)-(4-isopropyl-phenyl)-methanol